3-chlorophenyl-methansulfonat ClC=1C=C(C=CC1)CS(=O)(=O)[O-]